tert-butyl 3-[5-cyano-4-[(E)-dimethylaminomethyleneamino]-2-methoxy-phenyl]-3-methyl-azetidine-1-carboxylate C(#N)C=1C(=CC(=C(C1)C1(CN(C1)C(=O)OC(C)(C)C)C)OC)/N=C/N(C)C